N1N=C(C2=CC=CC=C12)C1=CC=C2CCN(C2=C1)C(/C=C/C(=O)OCC)=O ethyl (2E)-4-[6-(1H-indazol-3-yl)-2,3-dihydroindol-1-yl]-4-oxobut-2-enoate